lithium 5-(5-cyano-2-cyclopropylphenyl)-1,3,4-oxadiazole-2-carboxylate C(#N)C=1C=CC(=C(C1)C1=NN=C(O1)C(=O)[O-])C1CC1.[Li+]